BrC1=C(C=C(C=C1)N1CCN(CC1)C(=O)OC(C)(C)C)C Tert-butyl 4-(4-bromo-3-methylphenyl)piperazine-1-carboxylate